2-(4-fluorophenyl)-1-methyl-1H-imidazo[4,5-b]pyrazine-6-carboxylic acid FC1=CC=C(C=C1)C1=NC=2C(=NC(=CN2)C(=O)O)N1C